[1,1'-biphenyl]-3-yl-(azepan-1-yl)methanone C1(=CC(=CC=C1)C(=O)N1CCCCCC1)C1=CC=CC=C1